C1(CC1)C=1N=CC=2C=C3C(=C(C2C1)S(=O)(=O)NCC(C)C)CC(C3)NS(=O)(=O)C 3-cyclopropyl-7-(methanesulfonamido)-N-(2-methylpropyl)-7,8-dihydro-6H-cyclopenta[g]isoquinoline-5-sulfonamide